BrCCC1=CC=C(C=C1)C (E)-1-(2-bromoethyl)-4-methylbenzene